(S)-10-(5-chloro-2-((1-methyl-1H-pyrazol-5-yl)amino)pyridin-4-yl)-3-(1-(trifluoromethyl)cyclobutyl)-6,7-dihydro-5H-pyrrolo[1,2-a][1,2,4]triazolo[3,4-c][1,4]diazepin-6-ol ClC=1C(=CC(=NC1)NC1=CC=NN1C)C=1C=C2N(C[C@@H](CN3C2=NN=C3C3(CCC3)C(F)(F)F)O)C1